1α,2β-Dihydroxy-3α-dimethylamino-1-(isoquinolin-7-yl)-androst-4,16-dien-11-one O[C@]1([C@@H]([C@H](C=C2CC[C@H]3[C@@H]4CC=C[C@@]4(C)CC([C@@H]3[C@@]12C)=O)N(C)C)O)C1=CC=C2C=CN=CC2=C1